ClCC1=NC2=C(C=CC=C2C(N1)=O)OC 2-(Chloromethyl)-8-methoxyquinazolin-4(3H)-one